S1(C=CCCC1)=O 4,5-dihydro-1H-thiopyranone